C(C)(C)(C)C=1C=CC(=C(C1)NC(=O)C=1N=NN(C1C)C1=C(C=C(C(=C1)C)OC)OC)O[C@@H](CC)CCC (S)-N-(5-(TERT-BUTYL)-2-(HEXAN-3-YLOXY)PHENYL)-1-(2,4-DIMETHOXY-5-METHYLPHENYL)-5-METHYL-1H-1,2,3-TRIAZOLE-4-CARBOXAMIDE